(S)-ethyl 3-(3-bromo-5-cyclopropyl-2,6-difluorophenyl)-3-((R)-1,1-dimethylethylsulfinamido)propanoate BrC=1C(=C(C(=C(C1)C1CC1)F)[C@H](CC(=O)OCC)N[S@](=O)C(C)(C)C)F